C(C)(C)(C)OC(=O)N1C=C(C2=CC=CC=C12)CCNC(C)=O 3-(2-acetamidoethyl)-1H-indole-1-carboxylic acid tert-butyl ester